[Na+].[Na+].[Na+].C(=O)([O-])N([C@@H](C)C(=O)[O-])C(=O)[O-] N,N-dicarboxylalanine trisodium salt